(4R,5R)-3-chloro-5-((R)-5H-imidazo[5,1-a]isoindol-5-yl)-4,5,6,7-tetrahydropyrazolo[1,5-a]pyridin-4-ol ClC=1C=NN2C1[C@@H]([C@H](CC2)[C@H]2N1C(C3=CC=CC=C23)=CN=C1)O